C1=CC=CC=2C3=CC=CC=C3N(C12)C1=CC=C(C=C1)C1=C2C(=NC(=C1CC)CC)CC=1C=CC=CC12 4-(4-(9H-carbazol-9-yl)phenyl)-2,3-diethyl-9H-indeno[2,1-b]pyridine